O1CC(C1)OC(N[C@@H]1CC[C@H](CC1)C=1SC(=CN1)C1=C(C=C(C=C1)C(N)=O)S(NCC)(=O)=O)=O trans-N-[4-[5-[4-carbamoyl-2-(ethylsulfamoyl)phenyl]thiazol-2-yl]cyclohexyl]carbamic acid oxetan-3-yl ester